C(C)(C)(C)OC(=O)N1[C@@H](CN([C@H](C1)C)C1=NC(=NC2=C(C(=C(C=C12)C(F)(F)F)Br)F)F)C (2r,5s)-4-[7-bromo-2,8-difluoro-6-(trifluoromethyl)quinazolin-4-yl]-2,5-dimethyl-piperazine-1-carboxylic acid tert-butyl ester